2-(3,4-diethoxybenzoyl)-N-(7-methoxy-1H-benzo[d]imidazol-2-yl)hydrazinecarbothioamide C(C)OC=1C=C(C(=O)NNC(NC2=NC3=C(N2)C(=CC=C3)OC)=S)C=CC1OCC